[N+](=O)([O-])C1=C(COC(OCC2=C(C=CC=C2)[N+](=O)[O-])(OCC2=C(C=CC=C2)[N+](=O)[O-])[SiH3])C=CC=C1 tri(o-nitrobenzyloxy)methylsilane